22-chloro-cholanic acid ClC(CC(=O)O)[C@@H](C)[C@H]1CC[C@H]2[C@@H]3CCC4CCCC[C@]4(C)[C@H]3CC[C@]12C